ClC1=CC(=C(C=C1F)NS(=O)(=O)C1=CNC2=C1C=CC=1C=CC(=NC21)C(F)F)F N-(4-chloro-2,5-difluorophenyl)-8-(difluoromethyl)-1H-pyrrolo[3,2-H]quinoline-3-sulfonamide